ClC1=CN=C(C=C1C(=O)NC1=CC(=CC(=C1)C1CC1)Cl)N1C(CCC1)=O 5-chloro-N-(3-chloro-5-cyclopropylphenyl)-2-(2-oxopyrrolidin-1-yl)isonicotinamide